CN([C@@H]1CN(C[C@H]1F)C1=C2C(=NC=NC2=CC=C1OC)N)C 5-((3r,4r)-3-(dimethylamino)-4-fluoropyrrolidin-1-yl)-6-methoxyquinazolin-4-amine